N'-phenyl-N,N'-dinaphthyl-4,4'-diaminobiphenyl C1(=CC=CC=C1)N(C1=CC=C(C=C1)C1=CC=C(C=C1)NC1=CC=CC2=CC=CC=C12)C1=CC=CC2=CC=CC=C12